C[C@@]12CCC=3N=C(SC3C2CC[C@H]2[C@H]3[C@](CC[C@H]12)(C(CC3)=O)C)N(C(C)=O)C3=CC=C(C=C3)F N-((5aR,5bS,7aS,10aS,10bR)-5a,7a-dimethyl-8-oxo-5,5a,5b,6,7,7a,8,9,10,10a,10b,11,12,12a-tetradecahydro-4H-cyclopenta[7,8]phenanthro[2,1-d]thiazol-2-yl)-N-(4-fluorophenyl)acetamide